C(C(=C)C)(=O)OC(CC(C(F)(F)F)(C(F)(F)F)O)C 4,4,4-trifluoro-3-hydroxy-1-methyl-3-trifluoromethyl-butyl methacrylate